C(C)(C)(C)[Si](C)(C)OC(CC=C)C1=C(C=CC=C1)F tert-butyl-((1-(2-fluorophenyl)but-3-en-1-yl)oxy)dimethylsilane